C1(=CC=CC=C1)C(=NC=1C=CC2=C(N(C(=N2)CC2=CC=C(C=C2)S(=O)(=O)C)C(C)C)C1)C1=CC=CC=C1 N-(diphenylmethylene)-1-isopropyl-2-(4-(methylsulfonyl)benzyl)-1H-benzo[d]imidazol-6-amine